S1C(=CC2=C1C=CC=C2)C2=CC=C1C=CC(=CC1=C2)C2=CC=C(C=C2)N(C2=CC=C(C=C2)C=2OC1=C(N2)C=CC=C1)C1=CC=C(C=C1)C=1SC2=C(N1)C=CC=C2 {4-(7-benzothien-2-yl-naphthalen-2-yl)-phenyl}-(4-benzothiazol-2-yl-phenyl)-(4-benzoxazol-2-yl-phenyl)amine